1-(5-chloro-2-ethoxy-4-fluoro-3-(tetrahydro-2H-pyran-4-yl)phenyl)ethan-1-one tert-butyl-6-hydroxy-6-methyl-1,4-oxazepan-4-carboxylate C(C)(C)(C)OC(=O)N1CCOCC(C1)(C)O.ClC=1C(=C(C(=C(C1)C(C)=O)OCC)C1CCOCC1)F